C(C)(=O)N1CC2(OC=3C=C(C=CC3C=3N=C(SC32)NC(=O)C=3C(=NC=NC3OC)OC)C(F)(F)F)C1 N-(1-acetyl-7'-(trifluoromethyl)spiro[azetidine-3,4'-chromeno[4,3-d]thiazol]-2'-yl)-4,6-dimethoxypyrimidine-5-carboxamide